2,2-bis[4-(3-acryloyloxy-2-hydroxypropoxy)phenyl]propane 1-(trifluoromethyl)trifluoroethyl-α-fluoroacrylate FC(C(C(F)(F)F)OC(C(=C)F)=O)(F)F.C(C=C)(=O)OCC(COC1=CC=C(C=C1)C(C)(C)C1=CC=C(C=C1)OCC(COC(C=C)=O)O)O